O1C(CCCC1)N1N=CC(=C1)C1=NOC(=C1)CC=1OC=C(N1)C(=O)O 2-((3-(1-(tetrahydro-2H-pyran-2-yl)-1H-pyrazol-4-yl)isoxazol-5-yl)methyl)oxazole-4-carboxylic acid